CC=1C(C2=C(C=C(C(=C2C(C1)=O)O)O)O)=O 2-methyl-5,6,8-trihydroxy-1,4-naphthoquinone